N[C@H](C(=O)O[C@@H](COC=1C(=C2C(=NC=NN2C1)OC=1C(=C2C=C(NC2=CC1)C)F)C)C)C (S)-((R)-1-(4-(4-fluoro-2-methyl-1H-indol-5-yloxy)-5-methylpyrrolo[2,1-f][1,2,4]triazin-6-yloxy) propan-2-yl) 2-aminopropionate